4-({2-[(4-{13-chloro-8-ethyl-4,15-difluoro-9-oxo-6,8,10-triazatricyclo[9.4.0.02,7]pentadeca-1(11),2(7),3,5,12,14-hexaen-10-yl}-3,5-difluorophenyl)amino]ethyl}amino)butanoic acid ClC1=CC=2N(C(N(C=3N=CC(=CC3C2C(=C1)F)F)CC)=O)C1=C(C=C(C=C1F)NCCNCCCC(=O)O)F